C(=CC)N[C@@H](CC1=CC=C(C=C1)O)C(=O)O propenyl-tyrosine